tert-butyl (S)-4-(6-((1-(4-(difluoromethyl)phenyl)-4-methyl-1H-1,2,3-triazol-5-yl)methoxy)pyridazin-3-yl)-2-(5-methyl-1,3,4-oxadiazol-2-yl)piperazine-1-carboxylate FC(C1=CC=C(C=C1)N1N=NC(=C1COC1=CC=C(N=N1)N1C[C@H](N(CC1)C(=O)OC(C)(C)C)C=1OC(=NN1)C)C)F